tert-butyl (benzyloxy)carbamate C(C1=CC=CC=C1)ONC(OC(C)(C)C)=O